CNC(C1=CC=C(C=C1)C=1C(=NC=NC1)C1=CC(=C(C(=C1)OC)OC)OC)=O n-methyl-4-(4-(3,4,5-trimethoxyphenyl)pyrimidin-5-yl)benzamide